1,2-diphenyloxyethane C1(=CC=CC=C1)OCCOC1=CC=CC=C1